P(=O)(O)(O)C(CC(=O)[O-])(CCC(=O)[O-])C(=O)[O-] 2-phosphono-1,2,4-butanetricarboxylate